C1(CC1)C[C@@H](C(=O)O)C1=CC=C(C=C1)C1(COC1)NC(=O)C=1N(C2=CC(=C(C(=C2C1)Cl)Cl)OC)C |r| (±)-3-cyclopropyl-2-{4-[3-(4,5-dichloro-6-methoxy-1-methyl-1H-indole-2-amido)oxetan-3-yl]phenyl}propanoic acid